ClC1=CC(=C(C(=C1)F)NC=1N(C2=NC(=NC=C2N1)N[C@@H]1[C@@H](COCC1)F)C1CCC(CC1)(C(=O)N)C)F (1R,4s)-4-(8-(4-chloro-2,6-difluorophenylamino)-2-((3S,4S)-3-fluorotetrahydro-2H-pyran-4-ylamino)-9H-purin-9-yl)-1-methylcyclohexanecarboxamide